COC1=C(C=CC(=C1)C(F)(F)F)C1=C(C=CC=C1)B(O)O (2-methoxy-4-trifluoromethylphenyl)phenylboronic acid